6-(aminomethyl)-3-(4-(trifluoromethyl)benzyl)-6,7-dihydropyrazolo[1,5-a]pyrimidine-4(5H)-carboxylic acid tert-butyl ester C(C)(C)(C)OC(=O)N1C=2N(CC(C1)CN)N=CC2CC2=CC=C(C=C2)C(F)(F)F